5-(5-((R)-1-(3,5-dichloropyridin-4-yl)ethoxy)-1H-indazol-3-yl)-2-((S)-2-(hydroxymethyl)azetidin-1-yl)nicotinonitrile ClC=1C=NC=C(C1[C@@H](C)OC=1C=C2C(=NNC2=CC1)C=1C=NC(=C(C#N)C1)N1[C@@H](CC1)CO)Cl